FC1=C(C=CC=C1)CCN1C(N(C2=CC=CC=C2C1=O)CC1=CC=C(C(=O)NO)C=C1)=O 4-((3-(2-fluorophenylethyl)-2,4-dioxo-3,4-dihydroquinazolin-1(2H)-yl)methyl)-N-hydroxybenzoamide